[Al+2].C(CCC)[N-]CC.C(CCC)[N-]CC di(n-butyl-ethyl-amide) aluminum